3-cyclopropyl-4-(3-methyl-4-(methylsulfonyl)phenyl)-5-(methylthio)-1H-indazole C1(CC1)C1=NNC2=CC=C(C(=C12)C1=CC(=C(C=C1)S(=O)(=O)C)C)SC